S1C(=NC2=C1C=CC=C2)C=CC2=C(C=O)C=CC=C2 (2-(benzo[d]thiazole-2-yl)vinyl)benzaldehyde